COC1=C(C=CC(=C1)S(=O)(=O)C)NCC#CC1=C(C2=C(S1)C(=CC=C2)NC2CCC(CC2)N(C)C)CC(F)(F)F N1-(2-(3-((2-methoxy-4-(methylsulfonyl)phenyl)amino)prop-1-yn-1-yl)-3-(2,2,2-trifluoroethyl)benzo[b]thiophen-7-yl)-N4,N4-dimethylcyclohexane-1,4-diamine